tert-butyl 2-(4-fluoronaphthalen-1-yl)-3-(pyridin-4-yl)-6,7-dihydropyrazolo[1,5-a]pyrazine-5(4H)-carboxylate FC1=CC=C(C2=CC=CC=C12)C1=NN2C(CN(CC2)C(=O)OC(C)(C)C)=C1C1=CC=NC=C1